1-(4-(4-Fluoro-2,3-dimethylphenyl)piperazin-1-yl)-2-(3-(4-hydroxy-2,2-dimethylpiperidin-1-carbonyl)-4,5,6,7-tetrahydro-1H-indazol-1-yl)ethanon FC1=C(C(=C(C=C1)N1CCN(CC1)C(CN1N=C(C=2CCCCC12)C(=O)N1C(CC(CC1)O)(C)C)=O)C)C